NC(C1=NN=C(O1)C=1N(C=2C=CC=C(C2C1)NC1CCN(CC1)C)CC(F)(F)F)C1CCCCC1 2-(5-(amino(cyclohexyl)methyl)-1,3,4-oxadiazol-2-yl)-N-(1-methylpiperidin-4-yl)-1-(2,2,2-trifluoroethyl)-1H-indol-4-amine